1-(5-bromo-2-methyl-1,2,4-triazol-3-yl)-4,4-dimethyl-piperidine BrC=1N=C(N(N1)C)N1CCC(CC1)(C)C